4-(4-bromo-2,3-difluorophenyl)-3,6-dihydropyridine BrC1=C(C(=C(C=C1)C=1CC=NCC1)F)F